NC1=NC2=CC(=CC=C2C=C1CCCN(C(C)=O)CC)C1=NNC=C1 N-[3-[2-amino-7-(1H-pyrazol-3-yl)quinolin-3-yl]propyl]-N-ethylacetamide